C(C)(C)(C)OC(=O)N1[C@H](CCC1)C1=CC(=CC=C1)NC=1C(=NC(=CC1)C1=CC=CC=2OCCOC21)OC (R)-2-{3-[6-(2,3-Dihydro-benzo[1,4]dioxin-5-yl)-2-methoxy-pyridin-3-ylamino]-phenyl}-pyrrolidine-1-carboxylic acid tert-butyl ester